(R/S)-N-(5-propionyl-4-((2,4,5-trimethyl-4,5-dihydro-2H-pyrazolo[4,3-c][1,7]naphthyridin-6-yl)amino)pyridin-2-yl)cyclopropanecarboxamide C(CC)(=O)C=1C(=CC(=NC1)NC(=O)C1CC1)NC1=NC=CC=2C=3C([C@H](N(C12)C)C)=CN(N3)C |r|